Cl.FC1=C(C=CC(=C1)F)S(=O)(=O)C1CCNCC1 4-((2,4-difluorophenyl)sulfonyl)piperidine hydrochloride